FC(C=1C=NC(=NC1)N1CCC(CC1)OCC(=O)O)(F)F (1-(5-(trifluoromethyl)pyrimidin-2-yl)piperidin-4-yloxy)acetic acid